4-(4-((4-chloro-5-(trifluoromethyl)pyrimidin-2-yl)amino)-3-methoxyphenoxy)adamantan ClC1=NC(=NC=C1C(F)(F)F)NC1=C(C=C(OC2C3CC4CC(CC2C4)C3)C=C1)OC